quinoloneamine N1C(C(=CC2=CC=CC=C12)N)=O